OC1=CC=C(\C=C/C\C=C/C2=CC=C(C=C2)O)C=C1 di-(p-hydroxy-cis-styryl)methane